COC(=O)C1=CSC(=C1)N1C(N=C(C2=CC=C(C=C12)Cl)O)=O.C1(=CC=CC=C1)NC(C1=CC=CC=C1)=O N-Phenyl-Benzamide methyl-5-(7-chloro-4-hydroxy-2-oxoquinazolin-1(2H)-yl)thiophene-3-carboxylate